FC=1C(=C(C(=O)N)C=C(C1F)CC1=C(C(=NC=C1)NS(NC(C)C)(=O)=O)F)NC1=C(C=C(C=C1)I)F 3,4-difluoro-2-(2-fluoro-4-iodoanilino)-5-[[3-fluoro-2-(propane-2-ylsulfamoylamino)pyridin-4-yl]methyl]benzamide